(2S,4R)-1-((S)-2-(4-aminobutanamido)-3,3-dimethylbutyryl)-4-hydroxy-N-(4-(4-methylthiazol-5-yl)benzyl)pyrrolidine-2-carboxamide trifluoroacetate FC(C(=O)O)(F)F.NCCCC(=O)N[C@H](C(=O)N1[C@@H](C[C@H](C1)O)C(=O)NCC1=CC=C(C=C1)C1=C(N=CS1)C)C(C)(C)C